FC(F)(F)C=1OC2=C(N1)C=CC=C2 (trifluoromethyl)-1,3-benzoxazol